2-((1-(3-(4-cyanophenyl)-2,7-dimethylquinolin-5-yl)ethyl)amino)benzoic acid C(#N)C1=CC=C(C=C1)C=1C(=NC2=CC(=CC(=C2C1)C(C)NC1=C(C(=O)O)C=CC=C1)C)C